(±)-3-((4-(1-(Piperidin-4-ylmethyl)piperidin-4-yl)phenyl)amino)piperidine-2,6-dione N1CCC(CC1)CN1CCC(CC1)C1=CC=C(C=C1)N[C@H]1C(NC(CC1)=O)=O |r|